2-methyl-6-fluoro-7-nitro-3,4-dihydro-2H-isoquinoline-1-one CN1C(C2=CC(=C(C=C2CC1)F)[N+](=O)[O-])=O